(S)-2,4,5-trimethyl-4,5-dihydro-[1,2,4]triazolo[1,5-a]quinoxalin-6-amine CC1=NN2C([C@@H](N(C=3C(=CC=CC23)N)C)C)=N1